C(C)(C)(C)OC(=O)N1CC2=C[N+](=CC=C2CC1)[O-].CNC(=O)C=1SC=C(C1)C1=NOC(=N1)C(F)(F)F N-methyl-4-[5-(trifluoromethyl)-1,2,4-oxadiazol-3-yl]thiophenecarboxamide tert-butyl-7-oxido-3,4-dihydro-1H-2,7-naphthyridin-7-ium-2-carboxylate